C(C)(C)(C)C1(CCC12CN(CCC2O)C(=O)[O-])CO[Si](C)(C)C(C)(C)C Tert-butyl-(((tert-butyldimethylsilyl)oxy)methyl)-9-hydroxy-6-azaspiro[3.5]nonane-6-carboxylate